O1P(SCC1)=S [1,3,2]Oxathiaphospholane 2-sulphide